C(#N)C1NCC2=CC(=CC(=C12)C1=C(C=CC=C1)C#N)C(=O)N cyano-7-(2-cyanophenyl)isoindoline-5-carboxylic acid amide